3,3-Difluorocyclobutyl 5-fluoro-2-(1-(pyrazolo[1,5-a]pyrimidine-3-carboxamido)ethyl)benzofuran-7-carboxylate FC=1C=C(C2=C(C=C(O2)C(C)NC(=O)C=2C=NN3C2N=CC=C3)C1)C(=O)OC1CC(C1)(F)F